methyl 4-{4'-chloro-2-fluoro-[1,1'-biphenyl]-3-sulfonamido}-3-methoxybenzoate ClC1=CC=C(C=C1)C1=C(C(=CC=C1)S(=O)(=O)NC1=C(C=C(C(=O)OC)C=C1)OC)F